N'-[4-(2,4-difluorophenoxy)-3-{6-methyl-7-oxo-1H-pyrrolo[2,3-c]pyridin-4-yl}phenyl]-N-(4-{[2-(2,6-dioxopiperidin-3-yl)-1,3-dioxoisoindol-4-yl]amino}butyl)hexanediamide FC1=C(OC2=C(C=C(C=C2)NC(CCCCC(=O)NCCCCNC2=C3C(N(C(C3=CC=C2)=O)C2C(NC(CC2)=O)=O)=O)=O)C=2C3=C(C(N(C2)C)=O)NC=C3)C=CC(=C1)F